FC(C[C@@H](C(=O)NCCC(C)C)NC(=O)[C@@H]1[C@H](O1)C(=O)O)(F)F (2S,3S)-3-(((S)-4,4,4-trifluoro-1-(isopentylamino)-1-oxobutan-2-yl)carbamoyl)oxirane-2-carboxylic acid